ClC=1C=2C(=CNC2C2=C(C1)CN(S(N2)(=O)=O)CC2=CC(=CC=C2)F)Cl 6,7-dichloro-3-(3-fluorobenzyl)-1,3,4,9-tetrahydro-[1,2,6]thiadiazino[4,3-g]indole 2,2-dioxide